tert-butyl 6-[8-(1,3-benzothiazol-2-ylcarbamoyl)-3,4-dihydro-1H-isoquinolin-2-yl]-3-[4-[3-[1-(2-ethoxy-2-oxo-ethyl)-4-piperidyl]propoxy]-2-methyl-phenyl]pyridine-2-carboxylate S1C(=NC2=C1C=CC=C2)NC(=O)C=2C=CC=C1CCN(CC21)C2=CC=C(C(=N2)C(=O)OC(C)(C)C)C2=C(C=C(C=C2)OCCCC2CCN(CC2)CC(=O)OCC)C